O[C@H]1C[C@]2(CC(CN2C1)=C)C(=O)OC methyl (2S,7aR)-2-hydroxy-6-methylidene-tetrahydro-1H-pyrrolizine-7a-carboxylate